C(CCC=CCC=CCCCCC)=O trideca-4,7-dienal